ClC1=C2C(=NC=C1)NC(=C2)C=2C=CC(=NC2)N2CCOCC2 4-(5-(4-Chloro-1H-pyrrolo[2,3-b]pyridin-2-yl)pyridin-2-yl)morpholine